3-(2-chloropyrimidin-4-yl)-2,5-dihydropyrrole-1-carboxylic acid tert-butyl ester C(C)(C)(C)OC(=O)N1CC(=CC1)C1=NC(=NC=C1)Cl